C(C1=CC=CC=C1)N1CC(N2C1=C(C(=C(C2=O)Cl)CC2=CC=C(C1=CC=CC=C21)OC)C2=CC(=CC=C2)C(F)(F)F)C(=O)O 1-benzyl-6-chloro-7-((4-methoxynaphthalen-1-yl)methyl)-5-oxo-8-(3-(trifluoromethyl)phenyl)-1,2,3,5-tetrahydroimidazo[1,2-a]pyridine-3-carboxylic acid